4-Ethyl-9-(4-methoxybenzyl)-2,2-dimethyl-1-oxa-4,9-diazaspiro[5.5]undecan-3-on C(C)N1C(C(OC2(C1)CCN(CC2)CC2=CC=C(C=C2)OC)(C)C)=O